1,1,3-Tris(2-methyl-4-hydroxy-5-cyclohexylphenyl)ButaneN CC1=C(C=C(C(=C1)O)C1CCCCC1)C(=CC(C)C1=C(C=C(C(=C1)C1CCCCC1)O)C)C1=C(C=C(C(=C1)C1CCCCC1)O)C